exo-N-[1-(2-methoxypyridin-4-yl)cyclopropyl]-1,1a,2,7b-tetrahydrocyclopropa[c][1]benzopyran-1-carboxamide COC1=NC=CC(=C1)C1(CC1)NC(=O)C1C2COC3=C(C21)C=CC=C3